2-{[2-(3,5-Dimethyl-1H-pyrazol-1-yl)-1-methylethyl]amino}-4-{[2-methoxy-3-(5-methyl-1,3,4-oxadiazol-2-yl)phenyl]amino}pyrimidine-5-carboxamide CC1=NN(C(=C1)C)CC(C)NC1=NC=C(C(=N1)NC1=C(C(=CC=C1)C=1OC(=NN1)C)OC)C(=O)N